methionyl-phenol N[C@@H](CCSC)C(=O)C1=C(C=CC=C1)O